(R)-5-(4-(trifluoromethyl)phenyl)-5,6,6a,7-tetrahydropyrido[3,2-e]pyrrolo[1,2-a]pyrazin-8(9H)-one oxime FC(C1=CC=C(C=C1)N1C[C@@H]2N(C3=C1C=CC=N3)CC(C2)=NO)(F)F